C(C1=CC=CC=C1)OC=1C=CC2=C(O[C@@H](CO2)CNCC2=CC=C(OCCCN(C)C)C=C2)C1 [3-(4-{[((R)-7-Benzyloxy-2,3-dihydro-benzo[1,4]dioxin-2-ylmethyl)-amino]-methyl}-phenoxy)-propyl]-dimethyl-amine